1-(2,4-dimethyldibenzo[b,d]furan-3-yl)-2-(7-phenyldibenzo[b,d]furan-4-yl)-1H-benzo[d]imidazole CC1=CC2=C(OC3=C2C=CC=C3)C(=C1N1C(=NC3=C1C=CC=C3)C3=CC=CC1=C3OC3=C1C=CC(=C3)C3=CC=CC=C3)C